BrC=1C=C2C(=NC=NC2=CC1)NC1=CC(=C(C=C1)OCC1COCC1)Cl 6-bromo-N-[3-chloro-4-(tetrahydrofuran-3-ylmethoxy)phenyl]quinazolin-4-amine